ClC1=C(C=C(C=C1)F)[C@@H]([C@H](C)C=1N(C(C(=C(N1)C(=O)NC=1C=NOC1)O)=O)C)C1=NC(=C(N=C1)C)C 2-((1R,2S)-1-(2-chloro-5-fluorophenyl)-1-(5,6-dimethylpyrazin-2-yl)propan-2-yl)-5-hydroxy-N-(isoxazol-4-yl)-1-methyl-6-oxo-1,6-dihydropyrimidine-4-carboxamide